trimethoxy(heptadecafluorodecyl)silane tert-butyl-6-(5-amino-1,3,4-thiadiazol-2-yl)-2-azaspiro(3.3)heptane-2-carboxylate C(C)(C)(C)OC(=O)N1CC2(C1)CC(C2)C=2SC(=NN2)N.CO[Si](C(C(C(C(C(C(C(CCC(F)(F)F)(F)F)(F)F)(F)F)(F)F)(F)F)(F)F)(F)F)(OC)OC